C(C)(=O)OC(CCCCCCCCC)=O decanoic acid acetic anhydride